F[Sb-](F)(F)(F)(F)F.S(C1=CC=C(C=C1)[S+](C1=CC=C(C=C1)OCCO)C1=CC=C(C=C1)OCCO)C1=CC=C(C=C1)[S+](C1=CC=C(C=C1)OCCO)C1=CC=C(C=C1)OCCO.F[Sb-](F)(F)(F)(F)F thio-bis-(1,4-phenylene-bis-(4-hydroxyethoxyphenyl)sulfonium) hexafluoroantimonate